methyl 4-hydroxy-2-(4-(trifluoromethyl)phenyl)quinoline-7-carboxylate OC1=CC(=NC2=CC(=CC=C12)C(=O)OC)C1=CC=C(C=C1)C(F)(F)F